NCC1=CC=C(C=C1)C=1N=C2SC3=C(C=NC(=C3)C(=O)NCCCN3CCCCC3)N2C1 2-(4-(aminomethyl)phenyl)-N-(3-(piperidin-1-yl)propyl)imidazo[2',1':2,3]thiazolo[4,5-c]pyridine-7-carboxamide